4-[5-(3,5-dichlorophenyl)-5-trifluoromethyl-4,5-dihydroisoxazol-3-yl]-2-methyl-N-(2,2,2-trifluoroethyl)benzoic acid amide ClC=1C=C(C=C(C1)Cl)C1(CC(=NO1)C1=CC(=C(C(=O)NCC(F)(F)F)C=C1)C)C(F)(F)F